O[C@H]1[C@H](CCCC1)NC(=O)C=1C(N(N=C(C1)C1=CC=C(C=C1)C(F)(F)F)C=1C=NC=CC1)=O N-[(1S,2R)-2-Hydroxycyclohexyl]-3-oxo-2-(pyridin-3-yl)-6-[4-(trifluoromethyl)phenyl]-2,3-dihydropyridazine-4-carboxamide